6-chloro-4-{4-[(3,5-difluoro-2-hydroxyphenyl)methyl]piperazin-1-yl}-1-methyl-2-oxo-1,2-dihydro-1,5-naphthyridine-3-carbonitrile ClC=1N=C2C(=C(C(N(C2=CC1)C)=O)C#N)N1CCN(CC1)CC1=C(C(=CC(=C1)F)F)O